ClC=1C=C(C=CC1OC)CCC(=O)OC methyl 3-(3-chloro-4-methoxyphenyl)propanoate